2-(hydroxymethyl)-2-methylpropan-1,3-diylbis(2-(4-methylcyclohexyl) acetate) OCC(CC(C(=O)[O-])C1CCC(CC1)C)(CC(C(=O)[O-])C1CCC(CC1)C)C